FC1=C(OC=2C=NC=3CCN(CC3C2)C2=C(C(=C(N=N2)C#N)C)C)C=CC(=C1)C 6-(3-(2-fluoro-4-methylphenoxy)-7,8-dihydro-1,6-naphthyridin-6(5H)-yl)-4,5-dimethylpyridazine-3-carbonitrile